tert-butyl ((1r,3r)-3-formylcyclobutyl)carbamate C(=O)C1CC(C1)NC(OC(C)(C)C)=O